CC1=C(C=CC=C1C(F)(F)F)[C@@H](C)NC(=O)C1=CN(C(C=C1NC1[C@H]2CN(C[C@@H]1CC2)C)=O)C2CCOCC2 N-((R)-1-(2-methyl-3-(trifluoromethyl)phenyl)ethyl)-4-(((1R,5S,8s)-3-methyl-3-azabicyclo[3.2.1]octan-8-yl)amino)-6-oxo-1-(tetrahydro-2H-pyran-4-yl)-1,6-dihydropyridine-3-carboxamide